bistetradecylphenyl-tetramethylethylenediamine C(CCCCCCCCCCCCC)C(C(N(C)C)C1=CC=CC=C1)(N(C)C)CCCCCCCCCCCCCC